FC1(CN(C1)C1=NC=C(C(=N1)NC1=NNC2=CC(=CC=C12)[C@@H]1C[C@@]12C(NC1=CC=C(C=C21)OC)=O)OC)F (1R,2S)-2-(3-{[2-(3,3-difluoroazetidin-1-yl)-5-methoxypyrimidin-4-yl]amino}-1H-indazol-6-yl)-5'-methoxyspiro[cyclopropane-1,3'-indol]-2'(1'H)-one